C(CCCCCCCCCCCCCCC)OC[C@@H](OC=CCCCCCCCCCCCCCCCC)COP(=O)(O)O 1-O-hexadecyl-2-O-(9Z-octadecenyl)-sn-glycero-3-phosphate